6-((3-(2,6-dioxopiperidin-3-yl)-4-oxo-3,4-dihydrophthalazin-5-yl)amino)hexanoic acid O=C1NC(CCC1N1N=CC2=CC=CC(=C2C1=O)NCCCCCC(=O)O)=O